C(C)N1[Si](CC(C1)C)(OC)OC 1-Ethyl-2,2-Dimethoxy-4-Methyl-1-Aza-2-Silacyclopentane